4-Chloro-7-[(3R*)-3-{6-[4-({4-[4-(2,4-dioxo-1,3-diazinan-1-yl)-1H-indol-1-yl]piperidin-1-yl}methyl)piperidin-1-yl]pyridin-3-yl}piperidin-1-yl]-1H-indole-3-carbonitrile ClC1=C2C(=CNC2=C(C=C1)N1C[C@H](CCC1)C=1C=NC(=CC1)N1CCC(CC1)CN1CCC(CC1)N1C=CC2=C(C=CC=C12)N1C(NC(CC1)=O)=O)C#N |o1:12|